FC1=C(C=CC(=C1)OC1=NC=CC(=C1)C(F)(F)F)CCC1=NC2=CC=CC=C2C(=N1)N [2-(2-fluoro-4-{[4-(trifluoromethyl)pyridin-2-yl]oxy}phenyl)ethyl]quinazolin-4-amine